6-(2-amino-6-fluoro-5-(1-(1-methylpiperidin-4-yl)-1H-pyrazol-4-yl)pyridin-3-yl)-7-fluoro-3,4-dihydroisoquinolin-1(2H)-one NC1=NC(=C(C=C1C=1C=C2CCNC(C2=CC1F)=O)C=1C=NN(C1)C1CCN(CC1)C)F